O=C1CCC2=CC=3CCCC3C(=C12)NC(OC(Cl)(Cl)Cl)=O trichloromethyl (3-oxo-1,2,3,5,6,7-hexahydro-s-indacen-4-yl)carbamate